C(C)(=O)N1CCN(CC1)C1=C(C=C(C=C1)C1CC(NC(C1)=O)=O)F 4-(4-(4-acetylpiperazin-1-yl)-3-fluorophenyl)piperidine-2,6-dione